(S)-N-(4-(8-(3,4-dimethylpiperazin-1-yl)-7,10-dimethyl-5-oxo-1,3,4,5-tetrahydro-2H-chromeno[3,4-c]pyridine-3-carbonyl)-2-(trifluoromethoxy)phenyl)ethanesulfonamide C[C@H]1CN(CCN1C)C=1C=C(C2=C(C1C)OC(C=1CN(CCC12)C(=O)C1=CC(=C(C=C1)NS(=O)(=O)CC)OC(F)(F)F)=O)C